Cl.OC=1C(=NC=CC1O)C(=O)N[C@H](C(=O)NCC(C)C)CC1=CC=CC=C1 (S)-3,4-dihydroxy-N-(1-(isobutylamino)-1-oxo-3-phenylpropan-2-yl)picolinamide hydrochloride